C12C(CCC1)C(=O)OC2=O 1,2-cyclopentanedicarboxylic anhydride